C(CCCCCCCCCCC)[N+](CC1=CC=CC=C1)(C)C N-dodecyl-N,N-dimethyl-N-benzyl-ammonium